COC1=NC(=CC=C1C1=C(O[C@]([C@H]1C)(C(F)(F)F)C)C(=O)[O-])C(F)(F)F |r| rac-(4S,5R)-3-(2-methoxy-6-(trifluoromethyl)pyridin-3-yl)-4,5-dimethyl-5-(trifluoromethyl)-4,5-dihydrofuran-2-carboxylate